OC1=C(C=CC(=C1)C(F)(F)F)C1=C(C=C(N=N1)N[C@H]1CN(CCC1)CC(=O)N1C[C@@H](N(CC1)C(=O)OC(C)(C)C)C)C tert-butyl (S)-4-(2-((R)-3-((6-(2-hydroxy-4-(trifluoromethyl)phenyl)-5-methylpyridazin-3-yl)amino)piperidin-1-yl)acetyl)-2-methylpiperazine-1-carboxylate